(S)-4,4,4-trifluoro-1-((2S,4R)-4-hydroxy-2-((4-(4-methylthiazol-5-yl)benzyl)carbamoyl)pyrrolidin-1-yl)-1-oxobutan FC(CCC(=O)N1[C@@H](C[C@H](C1)O)C(NCC1=CC=C(C=C1)C1=C(N=CS1)C)=O)(F)F